monostyryl naphthyl ether C1(=CC=CC2=CC=CC=C12)OC=CC1=CC=CC=C1